4-[4-[(7S)-3-carbamoyl-2-(4-phenoxyphenyl)-4,5,6,7-tetrahydropyrazolo[1,5-a]pyrimidin-7-yl]-1-piperidinyl]azetidine-1-carboxylic acid tert-butyl ester C(C)(C)(C)OC(=O)N1CCC1N1CCC(CC1)[C@@H]1CCNC=2N1N=C(C2C(N)=O)C2=CC=C(C=C2)OC2=CC=CC=C2